5-((6-fluoro-5-(4-fluoro-3-(4-(1-hydroxy-1-phenylethyl)-1H-imidazol-2-yl)phenoxy)-1H-indol-4-yl)methyl)-3-methylthiazolidine-2,4-dione FC1=C(C(=C2C=CNC2=C1)CC1C(N(C(S1)=O)C)=O)OC1=CC(=C(C=C1)F)C=1NC=C(N1)C(C)(C1=CC=CC=C1)O